N1=CC=CC2=CC(=CC=C12)CN1N=NC=2C1=NC(=CN2)C2=CC=C(CP(OC)=O)C=C2 methyl (4-(1-(quinolin-6-ylmethyl)-1H-[1,2,3]triazolo[4,5-b]pyrazin-6-yl) benzyl)-phosphinate